N2-[2-(4-methoxyphenyl)[1,2,4]triazolo[1,5-c]quinazolin-5-yl]-N-[2-(methylamino)ethyl]-D-alaninamide hydrogen chloride Cl.COC1=CC=C(C=C1)C1=NN2C(=NC=3C=CC=CC3C2=N1)N[C@H](C)C(=O)NCCNC